3-methyl-3,6-diazabicyclo[3.2.2]nonane CN1CC2CNC(C1)CC2